COC1=CC=C2C(=CC(NC2=C1)=O)CC1=CC(=C(C=C1)OCC1=CC=C(C=C1)OC)OC 7-methoxy-4-[[3-methoxy-4-[(4-methoxyphenyl)methoxy]phenyl]methyl]quinolone